COC(C1=C(C(=C(C=C1Br)Br)O)F)=O 4,6-dibromo-2-fluoro-3-hydroxybenzoic acid methyl ester